N-((2-chloropyridin-3-yl)carbamothioyl)adamantane-1-carboxamide ClC1=NC=CC=C1NC(=S)NC(=O)C12CC3CC(CC(C1)C3)C2